6-(4-methoxy-2-nitrophenyl)-5,6,7,8-tetrahydronaphthalen-2-ol COC1=CC(=C(C=C1)C1CC=2C=CC(=CC2CC1)O)[N+](=O)[O-]